OC(CCCCCCCCCCCCC(=O)O)CCCCCCCCCCCCCCC 14-Hydroxy-nonacosanoic acid